N-(3-chloro-4-(methylsulfonyl)phenyl)-4-(2-methylpyridin-4-yl)thiazol-2-amine ClC=1C=C(C=CC1S(=O)(=O)C)NC=1SC=C(N1)C1=CC(=NC=C1)C